methyl (1S,6r)-6-[(1S)-5-chloro-8-hydroxy-1-[(6-oxo-5-azaspiro[2.4]hept-5-yl) methyl]-3,4-dihydro-1H-isoquinoline-2-carbonyl]-1-methyl-cyclohex-3-ene-1-carboxylate ClC1=C2CCN([C@@H](C2=C(C=C1)O)CN1CC2(CC2)CC1=O)C(=O)[C@@H]1CC=CC[C@@]1(C(=O)OC)C